(1R,3S) and (1R,3R)-7-bromo-1-[2-chloro-6-(difluoromethoxy)phenyl]-6-fluoro-2,3-dihydro-1H-pyrrolo[1,2-a]benzimidazol-3-ol BrC=1C(=CC2=C(N3C(=N2)[C@H](C[C@@H]3C3=C(C=CC=C3OC(F)F)Cl)O)C1)F |&1:9|